methyl 5-(3-((tert-butoxycarbonyl)amino)-3-(2,2-difluoro-1-hydroxyethyl)piperidin-1-yl)-2-(2-(difluoromethyl)-4-fluorophenyl)isonicotinate C(C)(C)(C)OC(=O)NC1(CN(CCC1)C1=CN=C(C=C1C(=O)OC)C1=C(C=C(C=C1)F)C(F)F)C(C(F)F)O